4-((4-aminophenyl)thio)-2-propoxyaniline NC1=CC=C(C=C1)SC1=CC(=C(N)C=C1)OCCC